N-[[4-[5-(difluoromethyl)-1,3,4-oxadiazol-2-yl]-2-fluoro-phenyl]methyl]-N-(4-fluorophenyl)-1-imino-2,6-dimethyl-1-oxo-1,4-thiazine-4-carboxamide FC(C1=NN=C(O1)C1=CC(=C(C=C1)CN(C(=O)N1C=C(S(C(=C1)C)(=O)=N)C)C1=CC=C(C=C1)F)F)F